O1C(NC2=C1C=CC(=C2)C2(NC(=NC=C2C)NC=2C=NC(=CC2)N2CC(NCC2)C)N)=O 4-(benzo[d]oxazol-2(3H)-one-5-yl)-N2-(6-(3-methylpiperazin-1-yl)pyridin-3-yl)-5-methylpyrimidine-2,4-diamine